2-cyanoethyl-N,N-diisopropylaminophosphine C(#N)CCPN(C(C)C)C(C)C